tert-butyl 3-[4-(3,4-dichloro-2-fluoro-anilino)quinazolin-6-yl]azetidine-1-carboxylate ClC=1C(=C(NC2=NC=NC3=CC=C(C=C23)C2CN(C2)C(=O)OC(C)(C)C)C=CC1Cl)F